C1(=CC(=CC=C1)C(C)(C)C1=CC=C(C=C1)C=1C(=O)NC(C1)=O)C(C)(C)C1=CC=C(C=C1)C=1C(=O)NC(C1)=O (1,3-phenylene-bis-(2,2-propylene)-bis-p-phenylene)bismaleimide